[3]-benzazecine C1=CN=CC=CC=CC2=C1C=CC=C2